(S)-5-((1-(2-fluorophenyl)ethyl)amino)-6-methyl-N-(thiazol-4-yl)pyridine-2-sulfonamide FC1=C(C=CC=C1)[C@H](C)NC=1C=CC(=NC1C)S(=O)(=O)NC=1N=CSC1